1-((1S,3S)-1-(benzo[d][1,3]dioxol-5-yl)-3-(4-methylpiperazine-1-carbonyl)-1,3,4,9-tetrahydro-2H-pyrido[3,4-b]indol-2-yl)prop-2-en-1-one O1COC2=C1C=CC(=C2)[C@@H]2N([C@@H](CC1=C2NC2=CC=CC=C12)C(=O)N1CCN(CC1)C)C(C=C)=O